BrC1=C(C=C(C(=O)OC)C=C1)O methyl 4-bromo-3-hydroxybenzoate